C(C(C)CCC[C@@H](C)[C@H]1CC[C@H]2[C@@H]3CCC4CCCC[C@]4(C)[C@H]3CC[C@]12C)OC1=CC(=CC(=C1)N)N cholestanoxy-3,5-diaminobenzene